N(=NC(C(=O)O)(C)C)C(C(=O)O)(C)C.C(=O)N formamide azodiisobutyrate